ClC1=CC(=C(C=C1)N1C(OCC1)=O)[N+](=O)[O-] 3-(4-chloro-2-nitrophenyl)oxazolidine-2-one